2-(1-Benzothiophen-5-ylamino)-3,4-difluoro-5-[[3-fluoro-2-(methylsulfamoylamino)pyridin-4-yl]methyl]benzamide S1C=CC2=C1C=CC(=C2)NC2=C(C(=O)N)C=C(C(=C2F)F)CC2=C(C(=NC=C2)NS(NC)(=O)=O)F